ClC1=C(C=CC=C1N(C1=CC=CC=C1)C1=CC=CC=C1)N1C=2C=CC=CC2C2=CC=CC=C2C1=O 5-[2-chloro-3-(N-phenylanilino)phenyl]phenanthridin-6-one